CC=C=CC 1-methyl-but-2-eneene